C1(CCCCCCCCCCCCCC1)C(=O)OCCCCCCCBr 7-bromoheptyl cyclopentadecanoate